N1=C(N=CC=C1)C(=O)OC Methyl 2-pyrimidinecarboxylate